ClC(OC1=CC=C(C=C1)NC(=O)C=1C=C(C2=C(N=C3SCC[C@H](N32)C)C1)C=1C=C3C(=NC1)CN(C3=O)C)(F)F (4R)-N-(4-(chlorodifluoromethoxy)phenyl)-4-methyl-6-(6-methyl-5-oxo-6,7-dihydro-5H-pyrrolo[3,4-b]pyridin-3-yl)-3,4-dihydro-2H-benzo[4,5]imidazo[2,1-b][1,3]thiazine-8-carboxamide